N1(C=NC=C1)C(CCN)C 3-(1H-imidazol-1-yl)butyl-amine